ClC=1C=CC(N(C1)C=1C=NC(=CC1)N[C@@H]1C[C@H](CC1)NC1=NC=C(N=C1)C1CC1)=O 5-Chloro-6'-(((1S,3S)-3-((5-Cyclopropylpyrazin-2-yl)amino)cyclopentyl)amino)-2H-[1,3'-bipyridin]-2-one